FC1=C(C=CC(=C1)F)S(=O)(=O)NC=1C(=NC=C(C1)C=1C=C2C(=NC=NC2=CC1)N1CC2(CN(C2)C(\C=C\C(C)=O)=O)CC1)OC (E)-2,4-difluoro-N-(2-methoxy-5-(4-(2-(4-oxopent-2-enoyl)-2,6-diazaspiro[3.4]octan-6-yl)quinazolin-6-yl)pyridin-3-yl)benzenesulfonamide